C1(=CC=CC=C1)[C@@H](C)NC1=NC=NC2=CC(=C(C=C12)NC(C=CCN(CCOC)CCOC)=O)OCC1CC1 4-[(R)-(1-phenyl-ethyl)amino]-6-{[4-(N,N-bis-(2-methoxy-ethyl)-amino)-1-oxo-2-buten-1-yl]amino}-7-cyclopropylmethoxy-quinazoline